4-fluoro-6-(4-fluoro-3-methoxyphenyl)-2-(piperidin-4-yl)-1,3-benzothiazole hydrochloride Cl.FC1=CC(=CC2=C1N=C(S2)C2CCNCC2)C2=CC(=C(C=C2)F)OC